1-butenyl-4-methylthiazole C(=CCC)S1C=NC(=C1)C